C(CC)S(=O)(=O)N1N=CN=C1 1-(Propylsulfonyl)-1H-1,2,4-triazole